2,6-diazaadenine N1=NN=C2N=CN=C2N1N